(3-chloro-2,4-difluorophenyl)(2-(difluoromethoxy)pyrimidin-5-yl)methylamine hydrochloride Cl.ClC=1C(=C(C=CC1F)NCC=1C=NC(=NC1)OC(F)F)F